FC=1C=C(N)C=CC1C=1N=NNN1 3-fluoro-4-(2H-tetrazol-5-yl)aniline